Cl.[C@@H]1(COCCC2=C1C=CC=C2)N (R)-1,2,4,5-tetrahydrobenzo[d]oxepin-1-amine hydrochloride